4-((5-(cyclopropylethynyl)-2-methylphenyl)thio)-1-((5,5-dimethyl-1,3-dioxan-2-yl)methyl)-1H-1,2,3-triazole C1(CC1)C#CC=1C=CC(=C(C1)SC=1N=NN(C1)CC1OCC(CO1)(C)C)C